C(C1=CC=CC=C1)N1CC=CC2=CC=C(C=C12)OCC1=CC=CC=C1 1-benzyl-7-(benzyloxy)quinolin